(S)-4-(4-acryloyl-3-(cyanomethyl)piperazin-1-yl)-7-(naphthalen-1-yl)-5,6,7,8-tetrahydro-1,7-naphthyridine-2-carboxylic acid C(C=C)(=O)N1[C@H](CN(CC1)C1=CC(=NC=2CN(CCC12)C1=CC=CC2=CC=CC=C12)C(=O)O)CC#N